C(C)(C)N1C[C@@H]([C@H](CC1)NC(=O)C1=CC(=CC=2N(C=NC21)CC(F)(F)F)C#CCNC=2C(OC)=CC=C(C2)S(=O)(=O)C)C N-[(3S,4S)-1-isopropyl-3-methyl-4-piperidyl]-6-[3-(4-mesyl-2-anisidino)-1-propynyl]-1-(2,2,2-trifluoroethyl)-1H-1,3-benzimidazole-4-carboxamide